C(#N)C1=CC(=C(C(=C1)C(C)C)CC(=O)N[S@](=O)(=N)C=1SC(=CN1)C(C)(C)O)C(C)C |o1:15| (R)- or (S)-2-(4-cyano-2,6-diisopropylphenyl)-N-(5-(2-hydroxypropan-2-yl)thiazol-2-ylsulfonimidoyl)acetamide